C1=CC=CC=2C3=CC=CC=C3C(C12)COC(=O)N(C(C(=O)O)CCC=1C=NC=C(C1)Cl)C 2-((((9H-fluoren-9-yl)methoxy)carbonyl)(methyl)amino)-4-(5-chloropyridin-3-yl)butanoic acid